CN1C(C2=CC=CC(=C2C(=C1)C=1C=CC(=C(C1)NS(=O)(=O)C)C)C)=O N-[5-(2,5-Dimethyl-1-oxo-1,2-dihydro-isoquinolin-4-yl)-2-methyl-phenyl]-methanesulfonamide